OC=1C=C(C(=O)OC=2C=C(C(=O)O)C=C(C2O)O)C=C(C1O)OC(C1=CC(=C(C(=C1)O)O)O)=O 3-((3,4-dihydroxy-5-((3,4,5-trihydroxybenzoyl)oxy)benzoyl)oxy)-4,5-dihydroxybenzoic acid